C(#N)C=1C=C(C=CC1F)NC(=O)N1CC=2C(=NN3C2SCC(CC3)O)CC1 N-(3-cyano-4-fluorophenyl)-3-hydroxy-2,3,4,5,8,9-hexahydropyrido-[4',3':3,4]pyrazolo[5,1-b][1,3]thiazepine-10(11H)-carboxamide